tert-butyl 3-methyl 5-(((benzyloxy)carbonyl)amino)piperidine-1,3-dicarboxylate C(C1=CC=CC=C1)OC(=O)NC1CC(CN(C1)C(=O)OC(C)(C)C)C(=O)OC